8-chloro-1-isopropyl-3,6-dimethyl-1H-imidazo[4,5-g]quinazolin-2(3H)-one ClC1=NC(=NC=2C=C3C(=CC12)N(C(N3C)=O)C(C)C)C